ClC=1N=C(C2=CC=NC=C2C1)I chloro-1-iodo-2,6-naphthyridine